CO[C@@]1([C@@H]([C@@H]([C@H](O1)CO)O)O)N2C=NC3=C(N=CN=C32)N methoxyadenosine